3-(benzo[d]thiazol-6-yl)-5-(4-hydroxyphenyl)-2-(6-methylpyridin-2-yl)-4,5-dihydropyrrolo[3,4-c]pyrazol-6(2H)-one S1C=NC2=C1C=C(C=C2)C2=C1C(=NN2C2=NC(=CC=C2)C)C(N(C1)C1=CC=C(C=C1)O)=O